N[C@H](C(=O)NCCNC(CBr)=O)CCN(C(CO)=O)[C@H](C(C)(C)C)C1=NN(C=C1CC1=CC=CC=C1)C1=C(C=CC(=C1)F)F (2S)-2-amino-4-[{(1R)-1-[4-benzyl-1-(2,5-difluorophenyl)-1H-pyrazol-3-yl]-2,2-dimethylpropyl}(glycoloyl)amino]-N-{2-[(bromoacetyl)amino]ethyl}butanamid